Fmoc (methyl methacrylate) CC=C(C(=O)OC(=O)OCC1C2=CC=CC=C2C2=CC=CC=C12)C